FC1=CC(=C(C=C1)NC=1C(=NC(=CC1)OC)C(=O)OCC)C(C)C ethyl 3-((4-fluoro-2-isopropylphenyl) amino)-6-methoxypyridine-2-carboxylate